tert-Butyl-[3-{[tert-butyl(dimethyl) silyl] oxy}-2-(hydroxymethyl)propyl] carbamat C(N)(OCC(C(O[Si](C)(C)C(C)(C)C)C(C)(C)C)CO)=O